6-[[3-(2,2-difluoroethoxy)-5-fluoro-2-pyridyl]oxy]-N-(3-ethyl-1,1-dioxo-thietan-3-yl)-3-methyl-imidazo[1,2-a]pyridine-2-carboxamide FC(COC=1C(=NC=C(C1)F)OC=1C=CC=2N(C1)C(=C(N2)C(=O)NC2(CS(C2)(=O)=O)CC)C)F